nitropyridine-2,4-diamine [N+](=O)([O-])C=1C(=NC=CC1N)N